dioctadecyl-Dimethylammonium C(CCCCCCCCCCCCCCCCC)[N+](C)(C)CCCCCCCCCCCCCCCCCC